ClC=1C=C(C=CC1)CC(=O)NC1=C(C=CC(=C1)C(=O)N1CCC(CC1)C1=CC=C(C=C1)OC=1N=NC(=CC1)C(F)(F)F)N1CCN(CC1)CC 2-(3-chlorophenyl)-N-(2-(4-ethylpiperazin-1-yl)-5-(4-(4-((6-(trifluoromethyl)pyridazin-3-yl)oxy)phenyl)piperidine-1-carbonyl)phenyl)acetamide